BrC1=CC=2C=3C=CC4=C(C3N(C2C=C1)C1=CC=CC=C1)SC1=C4C=CC=C1 3-bromo-12-phenyl-12H-benzo[4,5]thieno[2,3-a]carbazole